(7R)-2-{7-chloro-2-[1-(cyclopropylmethyl)-1H-indol-2-yl]-1-[(1-methyl-1H-pyrazol-4-yl)methyl]-1H-1,3-benzodiazole-5-carbonyl}-2-azabicyclo[2.2.1]heptan-7-amine ClC1=CC(=CC2=C1N(C(=N2)C=2N(C1=CC=CC=C1C2)CC2CC2)CC=2C=NN(C2)C)C(=O)N2C1CCC(C2)[C@H]1N